(2S,3R,5R)-4-[[3-(2-fluoro-6-methoxy-phenyl)-5-methyl-5-(trifluoromethyl)tetrahydrofuran-2-carbonyl]amino]pyridine-2-carboxamide FC1=C(C(=CC=C1)OC)[C@@H]1[C@H](O[C@](C1)(C(F)(F)F)C)C(=O)NC1=CC(=NC=C1)C(=O)N